anti-dioxin O1C=COC=C1